C(CCCCC=CCCCCC=CCCC)O hexadecan-6,12-dien-1-ol